3-(5-(2-(7-((3-((2,6-dimethylphenyl)amino)-1-methyl-1H-pyrazolo[3,4-d]pyrimidin-6-yl)amino)-3,4-dihydroisoquinolin-2(1H)-yl)-2-oxoethoxy)-1-oxoisoindolin-2-yl)piperidine-2,6-dione CC1=C(C(=CC=C1)C)NC1=NN(C2=NC(=NC=C21)NC2=CC=C1CCN(CC1=C2)C(COC=2C=C1CN(C(C1=CC2)=O)C2C(NC(CC2)=O)=O)=O)C